C(=O)[O-].C(=O)[O-].C1=CC=CC2=CC3=CC=CC=C3C=C12.[NH4+].[NH4+] ammonium anthracene diformate